C(C)(C)(C)OC(CCCCCCCCCCCCCCCCC(=O)N[C@H](C(=O)OC(C)(C)C)CCC(=O)OC1=C(C(=C(C(=C1F)F)F)F)F)=O (S)-1-tert-butyl 5-(perfluorophenyl) 2-(18-(tert-butoxy)-18-oxooctadecanamido)pentanedioate